ClC=1C=C(OCC(CNCCO)O)C=C(C1)OCC1=CC=C(C=C1)F 1-(3-chloro-5-((4-fluorobenzyl)oxy)phenoxy)-3-((2-hydroxyethyl)amino)propan-2-ol